N1(CCCC1)C(=O)N[C@@H](C)C1=CC=C(C=C1)NC(OCC1=CC=C(C=C1)Cl)=O 4-chlorobenzyl (S)-(4-(1-(pyrrolidine-1-carboxamido)eth-yl)phenyl)carbamate